ClC=1C(=NC(=NC1)NC1=CC=C(C=C1)N1CCOCC1)C1=CC2=C(N(C=N2)C)C=C1 5-chloro-4-(1-methyl-1H-benzo[d]imidazol-5-yl)-N-(4-morpholinophenyl)pyrimidin-2-amine